butylbis(dodecylthio)tin C(CCC)[Sn](SCCCCCCCCCCCC)SCCCCCCCCCCCC